ClC=1N=C(SC1Cl)OC1=CC(=C(C=C1C)N=CN(C)CC)C N'-{4-[(4,5-dichloro-1,3-thiazole-2-yl)oxy]-2,5-dimethylphenyl}-N-ethyl-N-methylimidoformamide